C(C)(C)(C)OC(=O)N1CC2(CC1)CCN(CC2)C=2N=CC1=C(N2)N2C(=C(C1=O)C(=O)OCC)SC1=C2C=CC=C1 ethyl 2-(2-(tert-butoxycarbonyl)-2,8-diazaspiro[4.5]decan-8-yl)-5-oxo-5H-benzo[4',5']thiazolo[3',2':1,6]pyrido[2,3-d]pyrimidine-6-carboxylate